C1(CC1)C([C@@H](C(=O)NC1=C(C=C(C=C1)[C@@H](C(=O)NCC(CNC(OC(C)(C)C)=O)(F)F)C)F)NC(=O)C1=CC=NN1C(C)C)C1CC1 tert-butyl (3-((S)-2-(4-((S)-3,3-dicyclopropyl-2-(1-isopropyl-1H-pyrazole-5-carboxamido)propanamido)-3-fluorophenyl)propanamido)-2,2-difluoropropyl)carbamate